N3-(2-(1H-1,2,4-triazol-1-yl)ethyl)-4-(1H-indol-7-yl)-N1-phenylbenzene-1,3-diamine N1(N=CN=C1)CCNC=1C=C(C=CC1C=1C=CC=C2C=CNC12)NC1=CC=CC=C1